CCNC(C(C)(CCC)CCC)=O N-2-ethyl-propyl-2-propyl-propionamide